5-((5-Fluoropyridin-2-yl)amino)-6-(4-methoxyphenyl)-2,3-diphenylpyrazolo[1,5-a]pyrimidin-7(4H)-one FC=1C=CC(=NC1)NC=1NC=2N(C(C1C1=CC=C(C=C1)OC)=O)N=C(C2C2=CC=CC=C2)C2=CC=CC=C2